C(\C=C\C(=O)OCC(C(=O)OCC1=CC=C(C=C1)OC)(C)C)(=O)OC1CCCCCCC1 Cyclooctyl (3-((4-methoxybenzyl)oxy)-2,2-dimethyl-3-oxopropyl) fumarate